1,2-dimyristoyloxypropyl-amine C(CCCCCCCCCCCCC)(=O)OC(C(C)OC(CCCCCCCCCCCCC)=O)N